F[C@H]1[C@@H](C1)C(=O)N1C2CN(CC1CC2)C=2C=1N(N=CC2)C=C(C1)B1OC(C(O1)(C)C)(C)C ((1S,2R)-2-fluorocyclopropyl)(3-(6-(4,4,5,5-tetramethyl-1,3,2-dioxaborolan-2-yl)pyrrolo[1,2-b]pyridazin-4-yl)-3,8-diazabicyclo[3.2.1]octan-8-yl)methanone